C(C)(C)(C)OC(=O)N1CC=2C=CC(=NC2CC1CC(C)(C)C)S(=O)(=O)[O-].[Na+] sodium 6-(tert-Butoxycarbonyl)-7-neopentyl-5,6,7,8-tetrahydro-1,6-naphthyridine-2-sulfonate